tert-butyl (R)-2-((S)-2-((4-bromo-6-chloro-3-((4-methoxybenzyl)oxy)pyridin-2-yl) Oxy)-1-hydroxyethyl)pyrrolidine-1-carboxylate BrC1=C(C(=NC(=C1)Cl)OC[C@@H](O)[C@@H]1N(CCC1)C(=O)OC(C)(C)C)OCC1=CC=C(C=C1)OC